4-(2-piperidinoethyl)styrene N1(CCCCC1)CCC1=CC=C(C=C)C=C1